(dimethyleneimine) hydrochloride Cl.C=N.C=N